NC(C(=O)N)CC1C(NC2=CC=C(C=C2C1)C)=O 2-Amino-3-(6-methyl-2-oxo-3,4-dihydro-1H-quinolin-3-yl)propanamide